4-(trifluoromethyl)benzene-1-sulfonyl chloride FC(C1=CC=C(C=C1)S(=O)(=O)Cl)(F)F